8-methoxy-3-[1-(2,2,3,3,3-pentafluoropropyl)-1H-pyrazol-4-yl]-2-(trifluoromethyl)-4H-[1,3]diazino[1,6-a]pyrimidin-4-one COC=1N=CN2C(=NC(=C(C2=O)C=2C=NN(C2)CC(C(F)(F)F)(F)F)C(F)(F)F)C1